2-(3-Chloropyridin-4-yl)-6,6-dimethyl-3-(1H-pyrazolo[3,4-b]pyridin-4-yl)-6,7-dihydro-4H-pyrazolo[5,1-c][1,4]oxazine ClC=1C=NC=CC1C1=NN2C(COC(C2)(C)C)=C1C1=C2C(=NC=C1)NN=C2